4-(6-(4-(2-(bicyclo[1.1.1]pentan-1-yl)acetamido)thiophen-2-yl)pyrazin-2-yl)-2-methoxy-N-(1,3,4-oxadiazol-2-yl)benzamide C12(CC(C1)C2)CC(=O)NC=2C=C(SC2)C2=CN=CC(=N2)C2=CC(=C(C(=O)NC=1OC=NN1)C=C2)OC